(R)-6-fluoro-3H-spiro[benzofuran-2,4'-piperidin]-3-amine FC1=CC2=C([C@H](C3(CCNCC3)O2)N)C=C1